1-((6'-(2H-tetrazol-5-yl)-[1,1':3',1''-terphenyl]-4-yl)methyl)-2-butyl-N,N-dimethyl-1H-imidazole-5-carboxamide N=1NN=NC1C1=CC=C(C=C1C1=CC=C(C=C1)CN1C(=NC=C1C(=O)N(C)C)CCCC)C1=CC=CC=C1